[3-(4H-1,2,4-triazol-3-yl)pyrrolidin-1-yl]-[6-[[6-(trifluoromethyl)-3-pyridinyl]methyl]-2-azaspiro[3.3]heptan-2-yl]methanone N=1N=C(NC1)C1CN(CC1)C(=O)N1CC2(C1)CC(C2)CC=2C=NC(=CC2)C(F)(F)F